(N-acryloyl)glycinamide C(C=C)(=O)NC(CN)=O